COCCN1CCN(CC1)C1=CC=C(C=C1)NC(=O)C=1C(NC=CC1NC=1N=NC=CC1C)=O N-(4-(4-(2-Methoxyethyl)piperazin-1-yl)phenyl)-4-((4-methylpyridazin-3-yl)amino)-2-oxo-1,2-dihydropyridine-3-carboxamide